N1(CCCCCCC1)CC1=CC=C(CSC2=C3CN(C(C3=CC=C2)=O)C2C(NC(CC2)=O)=O)C=C1 3-(4-((4-(azacyclooctan-1-ylmethyl)benzyl)thio)-1-oxoisoindolin-2-yl)piperidine-2,6-dione